BrC1=C(CNN)C=CC(=C1)F (2-bromo-4-fluorobenzyl)hydrazine